(R)-3-(5-(3-((cyclobutylmethyl)amino)piperidin-1-yl)pyridin-2-yl)-N-(1-oxo-1,2-dihydroisoquinolin-3-yl)oxetane-3-carboxamide C1(CCC1)CN[C@H]1CN(CCC1)C=1C=CC(=NC1)C1(COC1)C(=O)NC=1NC(C2=CC=CC=C2C1)=O